N-tert-butyl-2-{[2-(4-ethoxypyridin-2-yl)-5H,6H,7H-cyclopenta[d]pyrimidin-4-yl](methyl)amino}acetamide C(C)(C)(C)NC(CN(C)C=1C2=C(N=C(N1)C1=NC=CC(=C1)OCC)CCC2)=O